(S)-6-(4-((4-(1H-pyrazol-4-yl)phenyl)-amino)-pyrimidin-2-yl)-N-(1-aminopropan-2-yl)-1H-indole-2-carboxamide N1N=CC(=C1)C1=CC=C(C=C1)NC1=NC(=NC=C1)C1=CC=C2C=C(NC2=C1)C(=O)N[C@H](CN)C